C(C1=CC=CC=C1)OC1=C2C(CCN(C2=NC=C1)CC1=CC=C(C=C1)OC)=C 5-(benzyloxy)-1-[(4-methoxyphenyl)methyl]-4-methylene-1,2,3,4-tetrahydro-1,8-naphthyridine